7-chloro-3-[6-(2-methoxyacetyl)-4-methylpyridin-3-yl]-1-methyl-1,6-naphthyridin-2-one ClC1=NC=C2C=C(C(N(C2=C1)C)=O)C=1C=NC(=CC1C)C(COC)=O